7-phenyl-1,2,3,3a-tetrahydro-9H-benzo[e]pyrrolo[2,1-b][1,3]oxazin-9-one C1(=CC=CC=C1)C=1C=CC2=C(C(N3C(O2)CCC3)=O)C1